1-(5-chloropyridine-2-yl)-N-(3-fluoro-4-((1-isopropyl-2-oxo-2,3-dihydro-1H-imidazo[4,5-b]pyridine-7-yl)oxy)phenyl)-5-(trifluoromethyl)-1H-pyrazole-4-carboxamide ClC=1C=CC(=NC1)N1N=CC(=C1C(F)(F)F)C(=O)NC1=CC(=C(C=C1)OC1=C2C(=NC=C1)NC(N2C(C)C)=O)F